O(O)C(C=CC(=O)O)=CC=CC=CC=CC=CCCC[C@H](CCCCC)O 4(S)-hydroperoxy-17(S)-hydroxy-docosahexaenoic acid